BrC1=C(C(=C(C(=O)OC)C=C1F)O)O methyl 4-bromo-5-fluoro-2,3-dihydroxy-benzoate